4-(4-((4-(4-amino-4-methylpiperidin-1-yl)-5-chloropyrimidin-2-yl)amino)-1H-pyrazol-1-yl)piperidine-1-carboxylic acid benzyl ester C(C1=CC=CC=C1)OC(=O)N1CCC(CC1)N1N=CC(=C1)NC1=NC=C(C(=N1)N1CCC(CC1)(C)N)Cl